C(C)(C)(C)OC(=O)NCCOC1=CC=C(C[C@H](NC(=O)OCC=C)C(=O)O)C=C1 O-[2-[[tert-butoxycarbonyl]amino]ethyl]-N-[allyloxycarbonyl]-L-tyrosine